C(C)(C)(C)OC(=O)N Aminocarboxylic acid tert-butyl ester